(S)-N-(2-(2-cyano-4,4-difluoropyrrolidin-1-yl)-2-oxoethyl)-1-methyl-6-oxo-1,6-dihydropyridine-3-carboxamide C(#N)[C@H]1N(CC(C1)(F)F)C(CNC(=O)C1=CN(C(C=C1)=O)C)=O